C=1C=CN2C=CC(=CC12)C(=O)N indolizine-7-amide